5-hydroxybenzene-1,2,4-tricarboxylic acid OC1=C(C=C(C(=C1)C(=O)O)C(=O)O)C(=O)O